C(C)N(N(C)OC(C)(C)C)C(=O)NN N'-ethyl-N-methyltert-butoxycarbohydrazide